5,10,15-Tris(3-hydroxyphenyl)-20-[4-((2-((2-(((((1R,8S,9r)-bicyclo[6.1.0]non-4-yn-9-yl)methoxy)carbonyl)amino)ethyl)disulfanyl)ethyl)amino)tetrafluorophenyl]-porphyrin OC=1C=C(C=CC1)C=1C2=CC=C(N2)C(=C2C=CC(C(=C3C=CC(=C(C=4C=CC1N4)C4=CC(=CC=C4)O)N3)C3=CC(=CC=C3)O)=N2)C2=C(C(=C(C(=C2F)F)NCCSSCCNC(=O)OCC2[C@H]3CCC#CCC[C@@H]23)F)F